N(C1=CC=CC=C1)C1=C(C(=NC(=N1)OCC(C)(C)O)N1CCC(CC1)(C(=O)N)C)[N+](=O)[O-] 1-[6-anilino-2-(2-hydroxy-2-methyl-propoxy)-5-nitro-pyrimidin-4-yl]-4-methyl-piperidine-4-carboxamide